FC(C1=CC=C(C(=O)NN2C(C3C4C5C(C(C3C2=O)C=C4)C5)=O)C=C1)(F)F 4-trifluoromethyl-N-(3,3a,4,4a,5,5a,6,6a-octahydro-1,3-dioxo-4,6-ethenocycloprop[f]isoindol-2(1H)-yl)-benzamide